CP(=O)(C)C1=CC(=C(C=C1)NCC#CC1=C(C2=C(S1)C(=CC=C2)NC2C(CN(CC2)C(=O)OC(C)(C)C)F)CC(F)(F)F)OC (Z)-tert-butyl 4-((2-(3-((4-(dimethylphosphoryl)-2-methoxyphenyl)amino)prop-1-yn-1-yl)-3-(2,2,2-trifluoroethyl)benzo[b]thiophen-7-yl)amino)-3-fluoropiperidine-1-carboxylate